O1CCN(CC1)C1=CC(=NC=2N1N=C(C2)C(=O)O)N2N=C(C=C2)C=2C=C(C=CC2)C 7-morpholino-5-(3-(m-tolyl)-1H-pyrazol-1-yl)pyrazolo[1,5-a]pyrimidine-2-carboxylic acid